N[C@@H](CO)CC1=CC=CC=C1 (2R)-2-amino-3-phenylpropan-1-ol